2,2-dimethyl-1-phenylpropyl ((S)-1-(((S)-4-amino-3,4-dioxo-1-((S)-2-oxopyrrolidin-3-yl)butan-2-yl)amino)-3-cyclohexyl-1-oxopropan-2-yl)carbamate NC(C([C@H](C[C@H]1C(NCC1)=O)NC([C@H](CC1CCCCC1)NC(OC(C(C)(C)C)C1=CC=CC=C1)=O)=O)=O)=O